O[C@]1(CC[C@H]2[C@@H]3CCC4=CC(CCC4=C3[C@H](C[C@]12C)C1=CC=C(C=C1)NC)=O)C#CC (8S,11R,13S,14S,17S)-17-hydroxy-13-methyl-11-(4-(methylamino)phenyl)-17-(prop-1-yn-1-yl)-1,2,6,7,8,11,12,13,14,15,16,17-dodecahydro-3H-cyclopenta[a]phenanthren-3-one